CN[C@@H](CO)C(=O)O D-N-Methylserine